NC1=NC2=CC(=CC=C2C(=C1)OCCNC(C)=O)N1N=CC=C1 N-(2-((2-amino-7-(1H-pyrazol-1-yl)quinolin-4-yl)oxy)ethyl)acetamide